N1(CCC[C@H]2CCCC[C@H]12)C([C@@H](CCN)N(CC1=C(C=C(C=C1)OC)OC)C1CC1)=O (2R)-1-[(4aR,8aS)-decahydroquinolin-1-yl]-4-amino-2-{cyclopropyl[(2,4-dimethoxyphenyl)methyl]amino}butan-1-one